N=1NN=NC1C1=C(C=CC=C1)NC(C)C=1C=C(C=C2C(N(C(=NC12)N1CCCCC1)C)=O)C 8-(1-((2-(2H-tetrazol-5-yl)phenyl)amino)ethyl)-3,6-dimethyl-2-(piperidine-1-yl)quinazolin-4(3H)-one